COC1=CC=C2C=NN3C(C2=C1)=NN=C3C 9-Methoxy-3-methyl-[1,2,4]triazolo[3,4-a]phthalazine